(4aR,6R,7R,8R,8aR)-7-(2-(tert-butoxy)-2-oxoethoxy)-(4-(2,3-difluoro-4-methylphenyl)-1H-1,2,3-triazol-1-yl)-2,2-dimethylhexahydropyrano[3,2-d][1,3]dioxine-6-carboxylic acid C(C)(C)(C)OC(CO[C@@H]1C[C@H]2OC(OC([C@@H]2O[C@H]1C(=O)O)N1N=NC(=C1)C1=C(C(=C(C=C1)C)F)F)(C)C)=O